FC1CN(CC1)CCNC1=NC=CC=C1 N-(2-(3-fluoropyrrolidin-1-yl)ethyl)pyridin-2-amine